NN1C(=NC(=C1C(N)=O)C1=CC=C(C=C1)C(NC1=NC=C(C=C1)C)=O)[C@H]1N(CCC1)C(=O)OC(C)(C)C (S)-tert-butyl 2-(1-amino-5-carbamoyl-4-(4-((5-methylpyridin-2-yl)carbamoyl)phenyl)-1H-imidazol-2-yl)pyrrolidine-1-carboxylate